NCC=1C=NC(=NC1)C1=C(C=C(C#N)C=C1)OC1=NC(=NC(=C1)N1CC(C1)(F)F)C 4-[5-(aminomethyl)pyrimidin-2-yl]-3-[6-(3,3-difluoroazetidin-1-yl)-2-methylpyrimidin-4-yl]oxybenzonitrile